((2'-(1H-tetrazol-5-yl)-[1,1'-biphenyl]-4-yl)methyl)-2-butyl-1,3-diazaspiro[4.4]non-1-en-4-one N1N=NN=C1C1=C(C=CC=C1)C1=CC=C(C=C1)CN1C(=NC2(C1=O)CCCC2)CCCC